(2S,4R)-4-fluoro-N-[(S)-[3-fluoro-4-(propan-2-yl)phenyl](phenyl)methyl]-1-[2-(pyridin-3-yl)acetyl]pyrrolidine-2-carboxamide F[C@@H]1C[C@H](N(C1)C(CC=1C=NC=CC1)=O)C(=O)N[C@@H](C1=CC=CC=C1)C1=CC(=C(C=C1)C(C)C)F